ClC1=C(C=CC=C1)CC(=O)NC1=CC(=NC=C1)C(=O)NC(CF)(C)C 4-[[2-(2-chlorophenyl)acetyl]amino]-N-(2-fluoro-1,1-dimethyl-ethyl)pyridine-2-carboxamide